CC1(OB(OC1(C)C)CCCC)C (R)-4-(4,4,5,5-tetramethyl-1,3,2-dioxaborolan-2-yl)butan